ClP(C1=CC=CC=C1)(C1=C(C=CC=C1)C1=C(C=CC=C1OC)OC)C1=C(C=CC=C1)C1=C(C=CC=C1OC)OC chlorobis(2',6'-dimethoxy-[1,1'-biphenyl]-2-yl)(phenyl)phosphine